CCC(CCCCCC)=O 3-Nonanon